4-[4-cyano-6-[1-[2-(dimethylamino)ethyl]pyrazol-4-yl]-2-methylindazol-3-yl]-2-(difluoromethoxy)-N-[(1R,2S)-2-fluorocyclopropyl]-6-methoxybenzamide C(#N)C=1C2=C(N(N=C2C=C(C1)C=1C=NN(C1)CCN(C)C)C)C1=CC(=C(C(=O)N[C@H]2[C@H](C2)F)C(=C1)OC)OC(F)F